N-[3-[2-[6-(2-Chlorophenyl)-2-[4-(diethylamino)butylamino]-7-oxopyrido[2,3-d]pyrimidin-8-yl]ethyl]phenyl]prop-2-enamide ClC1=C(C=CC=C1)C1=CC2=C(N=C(N=C2)NCCCCN(CC)CC)N(C1=O)CCC=1C=C(C=CC1)NC(C=C)=O